7-[4-hydroxy-1-(prop-2-enoyl)piperidin-4-yl]-2-(4-phenoxyphenyl)-4,5,6,7-tetrahydro-2H-pyrazolo[4,3-b]pyridine-3-carboxamide OC1(CCN(CC1)C(C=C)=O)C1C=2C(NCC1)=C(N(N2)C2=CC=C(C=C2)OC2=CC=CC=C2)C(=O)N